(2-((5-Chloro-2-((3-(1,2,3,6-tetrahydropyridin-4-yl)-1H-indazol-5-yl)amino)pyrimidin-4-yl)amino)phenyl)dimethyl-phosphine oxide ClC=1C(=NC(=NC1)NC=1C=C2C(=NNC2=CC1)C=1CCNCC1)NC1=C(C=CC=C1)P(C)(C)=O